(S)-(3-aminopyrrolidin-1-yl)(5-(4-(1-(3-methoxypropyl)piperidin-4-yl)phenyl)-3-methylthiophen-2-yl)methanone N[C@@H]1CN(CC1)C(=O)C=1SC(=CC1C)C1=CC=C(C=C1)C1CCN(CC1)CCCOC